7-hydroxy-3-(4'-hydroxyphenyl)-chroman OC1=CC=C2CC(COC2=C1)C1=CC=C(C=C1)O